N-(2,4-dimethylphenyl)-5-hydroxy-5-(2-methylphenyl)-octahydrocyclopenta[c]pyrrole-2-carboxamide CC1=C(C=CC(=C1)C)NC(=O)N1CC2C(C1)CC(C2)(C2=C(C=CC=C2)C)O